CC[C@H](C)[C@@H](C(=O)N[C@@H](C(C)C)C(=O)O)NC(=O)[C@H](CCC(=O)O)N The molecule is a tripeptide composed of L-glutamic acid, L-isoleucine and L-valine joined in sequence by peptide linkages. It has a role as a metabolite. It derives from a L-glutamic acid, a L-isoleucine and a L-valine.